BrC1=NN(C=2C=CC(=C(C12)N)C)C1OCCCC1 3-bromo-5-methyl-1-tetrahydropyran-2-yl-indazol-4-amine